O[C@H](C(=O)N1C[C@@H]2[C@H](C1)CC(C2)NC2=C1C(=NC=C2C=2SC(=CN2)C(=O)NC2CCN(CC2)C)NC=C1)C 2-(4-(((3aR,5R,6aS)-2-((S)-2-hydroxypropanoyl)octahydrocyclopenta[c]pyrrol-5-yl)amino)-1H-pyrrolo[2,3-b]pyridin-5-yl)-N-(1-methylpiperidin-4-yl)thiazole-5-carboxamide